ClC1=CC=C(C(=O)NC=2NC3=CC=CC=C3C(N2)=O)C=C1 4-chloro-N-(4-oxo-1,4-dihydro-2-quinazolinyl)benzamide